5,10,15,20-tetra(1-pyrenyl)-2,3,7,8,12,13,17,18-octabromoporphyrin cobalt(II) [Co+2].C1(=CC=C2C=CC3=CC=CC4=CC=C1C2=C34)C=3C4=C(C(=C(N4)C(=C4C(=C(C(C(=C2C(=C(C(=C(C=1C(=C(C3N1)Br)Br)C1=CC=C3C=CC5=CC=CC6=CC=C1C3=C56)N2)Br)Br)C2=CC=C5C=CC6=CC=CC3=CC=C2C5=C63)=N4)Br)Br)C4=CC=C6C=CC3=CC=CC5=CC=C4C6=C35)Br)Br